2,2-Bis[(1,3-pentadienylcarbonyloxy)methyl]butyl-2,4-hexadienoat C(=CC=CC)C(=O)OCC(COC(C=CC=CC)=O)(CC)COC(=O)C=CC=CC